3-(3,4,5-trifluorophenyl)propanoic acid FC=1C=C(C=C(C1F)F)CCC(=O)O